ClC=1C=C2C3=C(NC2=CC1)[C@@H](N(CC3)C3=NC=CC(=N3)CC)CC3COCOC3 (1S)-6-chloro-1-[(1,3-dioxan-5-yl)methyl]-2-(4-ethylpyrimidin-2-yl)-2,3,4,9-tetrahydro-1H-pyrido[3,4-b]indole